[O].[Ni].[Co].[Li].[Cu].[Al] aluminum-copper-lithium-cobalt-nickel oxygen